[O-]P([O-])(=O)OP(=O)([O-])[O-].[Yb+3].[Na+] sodium ytterbium diphosphate